C1(=C2C(=C(N=N2)[N+](=O)[O-])[N+](=O)[O-])C(=C(N=N1)[N+](=O)[O-])[N+](=O)[O-] tetranitrobipyrazole